4-oxo-4,5-dihydrofurano[2,3-c]quinoline-7-carboxylic acid methyl ester COC(=O)C=1C=CC=2C3=C(C(NC2C1)=O)OC=C3